BrC1=C(C=CC(=C1)C1=NN(C=C1)C)N(C(OC(C)(C)C)=O)C tert-butyl N-[2-bromo-4-(1-methylpyrazol-3-yl) phenyl]-N-methylcarbamate